OCC(CO)NS(=O)(=O)C1=CC(=CC=C1)OC[C@H](CNC1COC2(C1)CCN(CC2)S(=O)(=O)C2=CC1=CC=CC=C1C=C2)O N-(1,3-dihydroxypropan-2-yl)-3-((2S)-2-hydroxy-3-(8-(naphthalen-2-ylsulfonyl)-1-oxa-8-azaspiro[4.5]decan-3-ylamino)propoxy)benzenesulfonamide